2-[6-bromo-4-fluoro-1-(propan-2-yl)-1H-benzimidazol-2-yl]propan-2-ol BrC=1C=C(C2=C(N(C(=N2)C(C)(C)O)C(C)C)C1)F